ClC=1C=C2C(NC(C2=CC1)=O)=CC1=CC=CC=C1 5-chloro-3-(benzylidene)isoindolin-1-one